4-{6-[2-fluoro-1-(fluoromethyl)ethoxy]-3-(3-fluoro-4-methoxybenzyl)-2,4-dioxo-3,4-dihydroquinazolin-1(2H)-yl}piperidine-1-carbaldehyde FCC(OC=1C=C2C(N(C(N(C2=CC1)C1CCN(CC1)C=O)=O)CC1=CC(=C(C=C1)OC)F)=O)CF